4-vinylaniline hydrochloride Cl.C(=C)C1=CC=C(N)C=C1